3-(6-oxo-1,6-dihydro-3-pyridazinyl)-benzonitrile O=C1C=CC(=NN1)C=1C=C(C#N)C=CC1